COC1=NC(=CC=C1NC=1N=CC2=C(N1)N1C(C(=C2)C#CC=2C=NC=CC2)=NCC1)N1CCNCC1 N-(2-methoxy-6-(piperazin-1-yl)pyridin-3-yl)-6-(pyridin-3-ylethynyl)-8,9-dihydroimidazo[1',2':1,6]pyrido[2,3-d]pyrimidin-2-amine